CC1(COCCC1)C (4R)-3,3-dimethyloxan